O=C1N(CCC(N1)=O)C1=NN(C2=CC(=CC=C12)CN1C[C@@H](N(CC1)C(=O)OC(C)(C)C)C)C tert-butyl (2S)-4-{[3-(2,4-dioxo-1,3-diazinan-1-yl)-1-methyl-1H-indazol-6-yl]methyl}-2-methylpiperazine-1-carboxylate